FC1=CC=C(C=C1)C=1C=C2C(=NC=NC2=C(C1)OC)NCC=1C=NC(=NC1)C(F)(F)F 6-(4-fluorophenyl)-8-methoxy-N-((2-(trifluoromethyl)pyrimidin-5-yl)methyl)quinazolin-4-amine